[2-(phosphonomethoxy)-ethyl]guanine P(=O)(O)(O)COCCNC=1NC(C=2NC=NC2N1)=O